C1(CC1)C=1N=NN(C1)[C@H](C(=O)N1[C@@H](C[C@H](C1)O)C(=O)NC1CN(CCC1)C1=NC=NC(=C1)N1CCOCC1)C(C)(C)C (2S,4R)-1-[(2S)-2-(4-cyclopropyltriazol-1-yl)-3,3-dimethyl-butanoyl]-4-hydroxy-N-[1-(6-morpholinopyrimidin-4-yl)-3-piperidyl]pyrrolidine-2-carboxamide